(3R,6S,9aS)-1-((E)-3-(benzo[d]thiazol-2-yl)acryloyl)-8-(1-(2-(2-hydroxyethoxy)ethyl)piperidin-4-yl)-3-isobutyl-6-neopentyltetrahydropyrazino[2,1-c][1,2,4]oxadiazine-4,7(3H,6H)-dione S1C(=NC2=C1C=CC=C2)/C=C/C(=O)N2O[C@@H](C(N1[C@@H]2CN(C([C@@H]1CC(C)(C)C)=O)C1CCN(CC1)CCOCCO)=O)CC(C)C